methyl (2S)-3-[[2-[2-[tert-butyl(dimethyl)silyl]oxyethyl]-4-iodo-5-isopropoxy-pyrazol-3-yl]methyl-methyl-amino]-2-hydroxy-propanoate [Si](C)(C)(C(C)(C)C)OCCN1N=C(C(=C1CN(C[C@@H](C(=O)OC)O)C)I)OC(C)C